BrC1=C(C(=C(C=C1C)N(C(C)=O)C)[N+](=O)[O-])F N-(4-bromo-3-fluoro-5-methyl-2-nitrophenyl)-N-methylacetamide